C(CCCCCCCCCCC)(=O)OCC(C(C=C)OC(CCCCCCCCCCC)=O)OC(CCCCCCCCCCC)=O pent-4-en-1,2,3-tri-yl tri-dodecanoate